C1(=CC=CC=C1)C1[C@H](C1)N (S)-2-phenylcyclopropane-1-amine